3-(cyclopentylmethoxy)benzoic acid C1(CCCC1)COC=1C=C(C(=O)O)C=CC1